CN(CCN(C1=C(C=C(C(=C1)OC)NC1=NC=CC(=N1)C1=CN(C2=CC=C(C=C12)F)C)NC(\C=C\C)=O)C)C (E)-N-(2-((2-(dimethylamino)ethyl)(methyl)amino)-5-((4-(5-fluoro-1-methyl-1H-indol-3-yl)pyrimidin-2-yl)amino)-4-methoxyphenyl)but-2-enamide